ClCC1=C(C=CC(=C1F)OC)N1N=C(C=C1)C(F)(F)F 1-[2-(chloromethyl)-3-fluoro-4-methoxy-phenyl]-3-(trifluoromethyl)pyrazole